6-((2S,5R)-4-(1-(4-chloro-3-fluorophenyl)-2-methylpropyl)-2,5-dimethylpiperazin-1-yl)-2-hydrazineyl-8-methyl-9-(((S)-tetrahydrofuran-2-yl)methyl)-9H-purine ClC1=C(C=C(C=C1)C(C(C)C)N1C[C@@H](N(C[C@H]1C)C1=C2N=C(N(C2=NC(=N1)NN)C[C@H]1OCCC1)C)C)F